2-Phenyl-2H-thieno[3,2-c]pyrazole-5-carboxylate C1(=CC=CC=C1)N1N=C2C(=C1)SC(=C2)C(=O)[O-]